C(C1=CC=CC=C1)C1=NC(=NN1)C(=O)N[C@H]1CCC2=C(N(C1=O)C)N=C(C=C2)O (S)-5-benzyl-N-(2-hydroxy-9-methyl-8-oxo-6,7,8,9-tetrahydro-5H-pyrido[2,3-b]azepin-7-yl)-1H-1,2,4-triazole-3-carboxamide